The molecule is an octadecadienoic acid in which the two double bonds are at positions 9 and 12 and have Z (cis) stereochemistry. It has a role as a plant metabolite, a Daphnia galeata metabolite and an algal metabolite. It is an omega-6 fatty acid and an octadecadienoic acid. It is a conjugate acid of a linoleate. CCCCC/C=C\\C/C=C\\CCCCCCCC(=O)O